propanoic acid anion C(CC)(=O)[O-]